CC1=C2CN(C(C2=C(C=C1)C(F)(F)F)=O)C1C(NC(CC1)=O)=O 3-(4-methyl-1-oxo-7-(trifluoromethyl)isoindolin-2-yl)piperidine-2,6-dione